(E)-1-(4-(3,5-dimethoxystyryl)phenoxy)-3-(pyrrolidin-1-yl)propan-2-ol COC=1C=C(/C=C/C2=CC=C(OCC(CN3CCCC3)O)C=C2)C=C(C1)OC